5-(2-ethyl-5-methylsulfonylphenyl)-1-methylpyridin-2-one C(C)C1=C(C=C(C=C1)S(=O)(=O)C)C=1C=CC(N(C1)C)=O